ethyl 8-(4-(dimethylcarbamoyl)piperazin-1-yl)-6-(N-(1-methylcyclopropyl)sulfamoyl)imidazo[1,2-a]pyridine-3-carboxylate CN(C(=O)N1CCN(CC1)C=1C=2N(C=C(C1)S(NC1(CC1)C)(=O)=O)C(=CN2)C(=O)OCC)C